Cl.Cl.C(C1=CC=CC=C1)C1=CC2=C(C=N1)C(CN2C(CN2[C@H](CN[C@@H](C2)C)C(=O)N2CCCCC2)=O)(C)C 1-{6-Benzyl-3,3-dimethyl-1H,2H,3H-pyrrolo[3,2-c]pyridin-1-yl}-2-[(2R,5R)-5-methyl-2-[(piperidin-1-yl)carbonyl]piperazin-1-yl]ethan-1-one dihydrochloride